FC1=C(C=C(C=C1)C1=CSC2=C1C(N(C=C2)CC(=O)N2C[C@H](CC2)F)=O)C(F)(F)F (S)-3-(4-fluoro-3-(trifluoromethyl)phenyl)-5-(2-(3-fluoropyrrolidin-1-yl)-2-oxoethyl)thieno[3,2-c]pyridin-4(5H)-one